Cl.Cl.NC=1C(=NC(=CN1)C1=CC=C(C=C1)S(=O)(=O)C(C)C)C1=CC(=NO1)C1=CC(=C(CNC(=N)N)C=C1)F 1-(4-(5-(3-amino-6-(4-(isopropylsulfonyl)phenyl)pyrazin-2-yl)isoxazol-3-yl)-2-fluorobenzyl)guanidine dihydrochloride